methyl 4-(2-fluoro-4-methoxyphenyl)tetrahydro-2H-pyran-4-carboxylate FC1=C(C=CC(=C1)OC)C1(CCOCC1)C(=O)OC